NC=1C=2N(C=C(N1)COC(C)=O)C1=C(N2)C=CC=C1.ClCC(=O)NC1=C(C=CC(=C1)C)O 2-chloro-N-(2-hydroxy-5-methyl-phenyl)acetamide (1-aminobenzo[4,5]imidazo[1,2-a]pyrazin-3-yl)methyl-acetate